C(C)(C)(C)C1=CC=C(C=C1)C#CC1=CN(C2=NC=C(C=C21)NC(C=C)=O)C N-(3-((4-(tert-Butyl)phenyl)ethynyl)-1-methyl-1H-pyrrolo[2,3-b]pyridin-5-yl)acrylamide